(3S,4S,5S)-5-(8-chloro-3,4-dihydro-2H-benzo[b][1,4]oxazine-4-carbonyl)-3,4-dihydroxy-1-(6-methyl-4-(trifluoromethyl)pyridin-2-yl)pyrrolidin-2-one ClC1=CC=CC2=C1OCCN2C(=O)[C@@H]2[C@@H]([C@@H](C(N2C2=NC(=CC(=C2)C(F)(F)F)C)=O)O)O